Tert-butyl (1R,5S)-3-(7-bromo-2-((tetrahydro-1H-pyrrolizin-7a(5H)-yl)methoxy)quinazolin-4-yl)-3,8-diazabicyclo[3.2.1]octane-8-carboxylate BrC1=CC=C2C(=NC(=NC2=C1)OCC12CCCN2CCC1)N1C[C@H]2CC[C@@H](C1)N2C(=O)OC(C)(C)C